(3R,4R)-3-(pyridine-4-amido)piperidin-4-yl 4-(2-fluoro-6-hydroxy-3-methoxybenzoyl)benzoate FC1=C(C(=O)C2=CC=C(C(=O)O[C@H]3[C@@H](CNCC3)NC(=O)C3=CC=NC=C3)C=C2)C(=CC=C1OC)O